FC=1C=C(CN2C(=NC(=C2)NC([C@H](C)N2CCOCC2)=O)C)C=C(C1)F (S)-N-(1-(3,5-difluorobenzyl)-2-methyl-1H-imidazol-4-yl)-2-morpholinopropanamide